[Cu].[Ag].[Pt].[Au] gold-platinum-silver-copper